N-[(1R,3S)-3-{[6-chloro-2-(trifluoromethyl)quinolin-4-yl]amino}cyclohexyl]-1-(2-methoxyethyl)-1H-pyrazole-4-carboxamide ClC=1C=C2C(=CC(=NC2=CC1)C(F)(F)F)N[C@@H]1C[C@@H](CCC1)NC(=O)C=1C=NN(C1)CCOC